OC1=C(O)C=C(C=C1O)O 2,5-dihydroxyresorcinol